C(C)(C)(C)[C@@H]1CC=2C=C3C(=NC2CC1)SC(=N3)C(=O)N[C@H](CCN3CCC(CC3)C(=O)OC)C=3C=NC(=CC3)Cl methyl 1-((R)-3-((S)-7-(tert-butyl)-5,6,7,8-tetrahydrothiazolo[5,4-b]quinoline-2-carboxamido)-3-(6-chloropyridin-3-yl)propyl)piperidine-4-carboxylate